BrC=1C(=NC(=C(N1)NC)Cl)C(=O)OC methyl 3-bromo-6-chloro-5-(methylamino)pyrazine-2-carboxylate